6-amino-2-(3,5-dichloro-4-((7'-methyl-2'-oxospiro[cyclobutane-1,3'-indolin]-5'-yl)oxy)phenyl)-1,2,4-triazine-3,5(2H,4H)-dione NC=1C(NC(N(N1)C1=CC(=C(C(=C1)Cl)OC=1C=C2C3(C(NC2=C(C1)C)=O)CCC3)Cl)=O)=O